C(C=O)(=O)N glyoxalic amide